1-(1-pyridin-amido)-ethylene N1(CC=CC=C1)C(=O)NC=C